5-[(4-Isobutylphenoxy)methyl]oxazol-2(3H)-one C(C(C)C)C1=CC=C(OCC2=CNC(O2)=O)C=C1